N-[2-(5-chloro-1-methyl-pyrazol-4-yl)-2-(6-methyl-2-pyridyl)propyl]-5-(2,4-difluorophenyl)isoxazole-3-carboxamide ClC1=C(C=NN1C)C(CNC(=O)C1=NOC(=C1)C1=C(C=C(C=C1)F)F)(C)C1=NC(=CC=C1)C